O=C1C(C=CCC1)[2H] 2-oxo-2,3-dihydro-1H-benzol-d